N-(3-chloro-2-hydroxypropyl)trimethylammonium ClCC(C[N+](C)(C)C)O